N-(3-Bromo-5-(2-hydroxyethyl)phenethyl)-N-(2,2-dimethoxyethyl)-4-nitrobenzenesulfonamide BrC=1C=C(CCN(S(=O)(=O)C2=CC=C(C=C2)[N+](=O)[O-])CC(OC)OC)C=C(C1)CCO